N-(3,4-dimethoxybenzyl)-2-((5-nitrobenzo[d]oxazol-2-yl)amino)acetamide COC=1C=C(CNC(CNC=2OC3=C(N2)C=C(C=C3)[N+](=O)[O-])=O)C=CC1OC